N-(3-chlorophenyl)-6-(3,5-di-tert-butylphenyl)dibenzo[b,d]furan-4-amine ClC=1C=C(C=CC1)NC1=CC=CC2=C1OC1=C2C=CC=C1C1=CC(=CC(=C1)C(C)(C)C)C(C)(C)C